NC1=C(C=CC(=N1)N1N=CC(=C1C(F)(F)F)C(=O)NC=1C=NC(=C(C1)C#N)N1N=CC=N1)F 1-(6-amino-5-fluoropyridin-2-yl)-N-(5-cyano-6-(2H-1,2,3-triazol-2-yl)pyridin-3-yl)-5-(trifluoromethyl)-1H-pyrazole-4-carboxamide